4-[3-(2,6-dioxo-3-piperidyl)-1,5-dimethyl-indazol-6-yl]piperazin O=C1NC(CCC1C1=NN(C2=CC(=C(C=C12)C)N1CCNCC1)C)=O